FC1(CN(C1)C=1N=CC(=NC1)C(=O)NC=1N=C(C=2N(C1)C=C(N2)C)OC)CN2CCCC2 5-(3-fluoro-3-(pyrrolidin-1-ylmethyl)azetidin-1-yl)-N-(8-methoxy-2-methylimidazo[1,2-a]pyrazin-6-yl)pyrazine-2-carboxamide